OC1=C(C=C(C=C1)CCCCCCCCC)C(C)=NO 1-(2-hydroxy-5-nonylphenyl)ethanone oxime